C(C)(=O)O[C@H]\1C[C@@]2([C@]3(CC[C@H]4[C@@H]([C@@H](CC[C@@]4([C@@H]3[C@@H](C[C@H]2/C1=C(/C(=O)O)\CCC=C(F)F)O)C)O)C)C)C (Z)-2-((3R,4S,5S,8S,9S,10S,11R,13R,14S,16S)-16-acetoxy-3,11-dihydroxy-4,8,10,14-tetramethylhexadecahydro-17H-cyclopenta[a]phenanthren-17-ylidene)-6,6-difluorohex-5-enoic acid